C12CNCC(CC1)N2C2=NC=C(C(=N2)NC=2C=C1C=NNC1=CC2)C(F)(F)F N-(2-(3,8-diazabicyclo[3.2.1]oct-8-yl)-5-(trifluoromethyl)pyrimidin-4-yl)-1H-indazol-5-amine